N,2-dimethylpropan-1-amine CNCC(C)C